C(C)(=O)C1=NN(C2=C(C=C(C=C12)C=1OC(=NN1)C)CC=C)CC(=O)OC(C)(C)C tert-Butyl 2-(3-acetyl-7-allyl-5-(5-methyl-1,3,4-oxadiazol-2-yl)-1H-indazol-1-yl)acetate